CC=1C=NC=C(C(=O)NC2=CC(=CC=C2)[C@H](C)NC2=CN=C3C(=N2)N(N=C3)C)C1 (S)-5-methyl-N-(3-(1-((1-methyl-1H-pyrazolo[3,4-b]pyrazin-6-yl)amino)ethyl)phenyl)nicotinamide